silver(I) oxide [O-2].[Ag+].[Ag+]